4-chloro-5-methoxy-isothiazole-3-carboxylic acid ClC=1C(=NSC1OC)C(=O)O